C(C=1C=CC(=NC1)C1=C(C(=C(C=C1[2H])C)[2H])[2H])([2H])([2H])[2H] 5-(methyl-d3)-2-(p-tolyl-d3)pyridine